3-(7-(3-chloro-2-cyclopropyl-5-(methoxymethoxy)phenyl)-2,6,8-trifluoroquinazolin-4-yl)-3-azabicyclo[3.2.1]octan-6-ol ClC=1C(=C(C=C(C1)OCOC)C1=C(C=C2C(=NC(=NC2=C1F)F)N1CC2CC(C(C1)C2)O)F)C2CC2